((1R,3R)-3-aminocyclobutyl)(4-(1-methyl-4-(trifluoromethyl)-1H-pyrrolo[2,3-c]pyridin-7-yl)piperazine-1-yl)methanone hydrochloride Cl.NC1CC(C1)C(=O)N1CCN(CC1)C=1N=CC(=C2C1N(C=C2)C)C(F)(F)F